O1COC2=C1C=C(C=C2)OC=2C(C1=C(C=CC=C1C(C2)=O)O)=O 2-(benzo[d][1,3]dioxol-6-yloxy)-8-hydroxynaphthalene-1,4-dione